2-chloro-6-((2S,5R)-5-ethyl-4-(1-(3-fluoro-4-(trifluoromethyl)phenyl)-2-methylpropyl)-2-methylpiperazin-1-yl)-8-methyl-9-(((S)-tetrahydrofuran-2-yl)methyl)-9H-purine ClC1=NC(=C2N=C(N(C2=N1)C[C@H]1OCCC1)C)N1[C@H](CN([C@@H](C1)CC)C(C(C)C)C1=CC(=C(C=C1)C(F)(F)F)F)C